OC=1C=C(C=CC1O)CC(C(=O)O)OC(C=CC1=CC=C(C2=C1C=C(O2)C2=CC(=C(C=C2)O)O)O)=O 3-(3,4-dihydroxyphenyl)-2-((3-(2-(3,4-dihydroxyphenyl)-7-hydroxybenzofuran-4-yl)acryloyl)oxy)propanoic acid